5-(2-bromo-6-chloro-4-nitrophenoxy)-1-methyl-1H-benzo[d][1,2,3]triazole BrC1=C(OC2=CC3=C(N(N=N3)C)C=C2)C(=CC(=C1)[N+](=O)[O-])Cl